C[Si](CCOCN1N=CC2=CC=C3C(=C12)NC(=C3)C(=O)OC)(C)C methyl 1-(2-trimethylsilylethoxymethyl)-8H-pyrrolo[3,2-g]indazole-7-carboxylate